C(C)(C)(C)[C@@H]1CNC(C=2N1N=C(C2)N2[C@@H](COCC2)C)=O (R)-7-tert-butyl-2-((R)-3-methylmorpholino)-6,7-dihydropyrazolo[1,5-a]pyrazin-4(5H)-one